3-{4-[cis-4-amino-3-fluoropiperidin-1-yl]-7-chloro-3-(3-fluoro-5-methylphenyl)cinnolin-6-yl}-5-fluorobenzamide N[C@@H]1[C@@H](CN(CC1)C1=C(N=NC2=CC(=C(C=C12)C=1C=C(C(=O)N)C=C(C1)F)Cl)C1=CC(=CC(=C1)C)F)F